2-(6-Bromopyridin-2-yl)-4-(((2-(trimethylsilyl)ethoxy)methoxy)methyl)thiazole BrC1=CC=CC(=N1)C=1SC=C(N1)COCOCC[Si](C)(C)C